tert-butyl 6-(3-(benzyloxy)-1-(2-ethoxy-2-oxoethyl) cyclobutyl)-1-oxoisoindoline-2-carboxylate C(C1=CC=CC=C1)OC1CC(C1)(CC(=O)OCC)C1=CC=C2CN(C(C2=C1)=O)C(=O)OC(C)(C)C